FC(C=1C=CC(=NC1)[C@H](C)NS(=O)C(C)(C)C)F N-((S)-1-(5-(difluoromethyl)pyridin-2-yl)ethyl)-2-methylpropan-2-sulfinamide